C(C)OC1=C(C=C(C=C1)C1=CN(C=2N=CN=C(C21)N)CC=2N=NN(C2)C2=C(C=CC=C2)F)F 5-(4-ethoxy-3-fluorophenyl)-7-{[1-(2-fluorophenyl)-1H-1,2,3-triazol-4-yl]methyl}-7H-pyrrolo[2,3-d]pyrimidin-4-amine